F[C@]1(CN(CC1)C=1C=C2C(=CC=NC2=CC1)C(=O)OC(C)(C)C)C |r| rac-tert-butyl (R)-6-(3-fluoro-3-methylpyrrolidin-1-yl)quinoline-4-carboxylate